bis(2-aminoethyl)oxamide NCCNC(C(NCCN)=O)=O